2-(5-(2-(((S)-((R and S)-7-fluoro-2-oxo-1,2,3,4-tetrahydro-1,5-naphthyridin-3-yl)(phenyl)methyl)amino)ethyl)-2-methylphenyl)acetic acid FC1=CN=C2C[C@@H](C(NC2=C1)=O)[C@@H](C1=CC=CC=C1)NCCC=1C=CC(=C(C1)CC(=O)O)C |&1:6|